(Z)-3-fluoro-4-(6-methylpyridin-2-ylsulfonyl)but-2-en-1-amine dihydrochloride Cl.Cl.F\C(=C/CN)\CS(=O)(=O)C1=NC(=CC=C1)C